Tert-butyl (3aR,5s,6aS)-5-(methyl(7H-pyrrolo[2,3-d]pyrimidin-4-yl)amino)hexahydrocyclopenta[c]pyrrole-2(1H)-carboxylate CN(C1C[C@@H]2[C@@H](CN(C2)C(=O)OC(C)(C)C)C1)C=1C2=C(N=CN1)NC=C2